1,2-bis(2-fluorophenyl)acetylene fluorine [F].FC1=C(C=CC=C1)C#CC1=C(C=CC=C1)F